(2S,3S,4R,5R)-2-((R)-1-(3,4-dichlorophenyl)-1-hydroxyethyl)-5-(5-fluoro-4-methyl-7H-pyrrolo[2,3-d]pyrimidin-7-yl)tetrahydrofuran-3,4-diol ClC=1C=C(C=CC1Cl)[C@@](C)(O)[C@H]1O[C@H]([C@@H]([C@@H]1O)O)N1C=C(C2=C1N=CN=C2C)F